4-amino-7-chloro-N-(2-propanyl)-N-((5-(trifluoromethyl)-2-pyrazinyl)methyl)-1,3-dihydrofuro[3,4-c]quinoline-8-carboxamide NC1=NC=2C=C(C(=CC2C2=C1COC2)C(=O)N(CC2=NC=C(N=C2)C(F)(F)F)C(C)C)Cl